C(NN)(=O)OCC ethanol carbazate